(3-(trimethoxysilyl)propyl)succinic anhydride CO[Si](CCCC1C(=O)OC(C1)=O)(OC)OC